2-((2,3-dihydrobenzo[b][1,4]dioxin-5-yl)amino)-4-((tetrahydro-2H-pyran-4-yl)amino)-7H-pyrrolo[2,3-d]pyrimidine-5-carbonitrile O1C2=C(OCC1)C(=CC=C2)NC=2N=C(C1=C(N2)NC=C1C#N)NC1CCOCC1